CN1CCN(CC1)CCC 1-(N-methylpiperazino)propane